6-fluoro-1-(triisopropylsilyl)-1H-indole-5-carboxylic acid FC1=C(C=C2C=CN(C2=C1)[Si](C(C)C)(C(C)C)C(C)C)C(=O)O